NC1=NC=C(C=C1C1=CC=C(C(=O)NCC#N)C=C1)C1=CC=C(C=C1)N1CCOCC1 4-(2-amino-5-(4-morpholinophenyl)pyridin-3-yl)-N-(cyanomethyl)benzamide